CN([C@H]([C@H](C1=CC=C(C=C1)[N+](=O)[O-])C1=C(C=CC(=C1)C=C)S(=O)(=O)N)COC(C1=CC=CC=C1)(C1=CC=CC=C1)C1=CC=CC=C1)C ((1R,2R)-2-(dimethylamino)-1-(4-nitrophenyl)-3-(trityloxy)propyl)-4-vinylbenzenesulfonamide